C12(C3C4C5(C3C1C5C24)CO)CO cubane-1,4-dimethanol